(S)-1-(1-(5-fluoro-3-methylbenzofuran-2-yl)-2-methylpropyl)-3-(1H-pyrazol-4-yl)urea FC=1C=CC2=C(C(=C(O2)[C@H](C(C)C)NC(=O)NC=2C=NNC2)C)C1